6-bromo-4-fluoro-1-(phenylsulfonyl)-1H-indole BrC1=CC(=C2C=CN(C2=C1)S(=O)(=O)C1=CC=CC=C1)F